FC1=C(CNC(=O)C=2C(C(=C3N(C=CN(C3=O)C(C)CC(C)C)C2)O)=O)C=CC(=C1)F N-(2,4-Difluorobenzyl)-9-hydroxy-2-(4-methylpentan-2-yl)-1,8-dioxo-1,8-dihydro-2H-pyrido[1,2-a]pyrazine-7-carboxamide